O1CCOC12CCN(CC2)C2=CC=C(C=C2)NC=2C=C1C(N(C(C1=CC2)=O)C2C(NC(CC2)=O)=O)=O 5-((4-(1,4-dioxa-8-azaspiro[4.5]decan-8-yl)phenyl)amino)-2-(2,6-dioxopiperidin-3-yl)isoindoline-1,3-dione